4-(4-(3-isopropyl-2-(8-methyl-[1,2,4]triazolo[1,5-a]pyridin-6-yl)-1H-indol-5-yl)piperidine-1-carbonyl)-1-methylpyrrolidin-2-one C(C)(C)C1=C(NC2=CC=C(C=C12)C1CCN(CC1)C(=O)C1CC(N(C1)C)=O)C=1C=C(C=2N(C1)N=CN2)C